(S)-N-[[2-fluoro-4-[2-hydroxy-3-(3,4,5-trichlorophenyl)-3-(trifluoromethyl)pyrrolidin-1-yl]phenyl]methyl]-cyclopropanecarboxamide FC1=C(C=CC(=C1)N1[C@H](C(CC1)(C(F)(F)F)C1=CC(=C(C(=C1)Cl)Cl)Cl)O)CNC(=O)C1CC1